(9H-fluoren-9-yl)methyl (S)-(45-(((2,5-dioxocyclopentyl)oxy)amino)-38,45-dioxo-2,5,8,11,14,17,20,23,26,29,32,35-dodecaoxa-39-azapentatetracontan-44-yl)carbamate compound with methane C.O=C1C(C(CC1)=O)ONC([C@H](CCCCNC(CCOCCOCCOCCOCCOCCOCCOCCOCCOCCOCCOCCOC)=O)NC(OCC1C2=CC=CC=C2C=2C=CC=CC12)=O)=O